ClC=1C=2C(=C(NC2C2=C(C1)CN(S(N2)(=O)=O)CC2CNCCC2)CCCC(=O)O)Cl 4-(6,7-dichloro-2,2-dioxido-3-(piperidin-3-ylmethyl)-1,3,4,9-tetrahydro-[1,2,6]thiadiazino[4,3-g]indol-8-yl)butanoic acid